7-((4-Methyl-6-(trifluoromethyl)pyridin-3-yl)sulfonyl)-N-(tetrahydro-2H-pyran-4-yl)-7-azaspiro[3.5]nonan-2-amine CC1=C(C=NC(=C1)C(F)(F)F)S(=O)(=O)N1CCC2(CC(C2)NC2CCOCC2)CC1